N-[(5-methylfuran-2-yl)methyl]-3-[(4-methylpyridazin-3-yl)amino]benzamide CC1=CC=C(O1)CNC(C1=CC(=CC=C1)NC=1N=NC=CC1C)=O